2-(methylamino)-5,6-dihydrothieno[2,3-h]quinazoline-8-carboxylic acid ethyl ester C(C)OC(=O)C1=CC2=C(CCC=3C=NC(=NC23)NC)S1